C1(CCCC1)CC#CC=1C=C(OC2=C(N=NN2)C(=O)O)C=CC1 5-(3-(3-cyclopentylprop-1-ynyl)phenoxy)-1H-1,2,3-triazole-4-carboxylic acid